(4-Chloro-2,6-difluorophenyl)methanamine ClC1=CC(=C(C(=C1)F)CN)F